O=C1NC2=C(OC[C@@H]1NC(=O)C1=NNC=3CC4C(CC13)C4)C=CC=C2 N-((S)-4-oxo-2,3,4,5-tetrahydrobenzo[b][1,4]oxazepin-3-yl)-1,4,4a,5,5a,6-hexahydrocyclopropa[f]indazole-3-carboxamide